[3-(1,3-dihexylhexahydro-4,6-dioxo-2-thioxo-5-pyrimidinyl)-2-propen-1-ylidene]-1,3-dihexyldihydro-2-thioxo-4,6(1H,5H)-pyrimidinedione C(CCCCC)N1C(N(C(C(C1=O)C=CC=C1C(N(C(N(C1=O)CCCCCC)=S)CCCCCC)=O)=O)CCCCCC)=S